Cl.Cl.N[C@H]1[C@@H](C1)C=1C(=NC=C(C(=O)NC2CCC(CC2)(F)F)C1)C 5-(trans-2-aminocyclopropyl)-N-(4,4-difluorocyclohexyl)-6-methylnicotinamide Dihydrochloride